1,2,4-tris(mercaptomethoxy)benzene SCOC1=C(C=C(C=C1)OCS)OCS